(R)-1-cyclobutyl-N-(1-(3-(2-(trifluoromethyl)pyridin-4-yl)isoxazol-5-yl)ethyl)-1H-pyrazole-5-carboxamide C1(CCC1)N1N=CC=C1C(=O)N[C@H](C)C1=CC(=NO1)C1=CC(=NC=C1)C(F)(F)F